COC=1C=C2C(=NC=NC2=CC1OC)N1CCC(CC1)CP(OCC)(OCC)=O diethyl ((1-(6,7-dimethoxyquinazolin-4-yl)piperidin-4-yl)methyl)phosphonate